(2,6-dihydroxy-5'-methyl-4-pentyl-2'-(prop-1-en-2-yl)-[1,1'-biphenyl]-3-yl)(1,1'-dioxidothiomorpholino)methanone OC1=C(C(=CC(=C1C(=O)N1CCS(CC1)(=O)=O)CCCCC)O)C1=C(C=CC(=C1)C)C(=C)C